5-(1H-pyrazol-5-yl)nicotinamide N1N=CC=C1C=1C=NC=C(C(=O)N)C1